C(=O)[O-].[NH2+]1C=CC=C1 pyrrolium formate